ClC1=C(C=CC=C1)[C@]12[C@H](CC(CC1)C2)N(C([O-])=O)C(CC)OCOC 1-(2-chlorophenyl)-(S)-1-methoxymethoxypropyl-(S)-2-bicyclo[2.2.1]heptanylcarbamate